2,4,6,8-tetrakis(cyclohexylmethyl)-2,4,6,8-tetraazaadamantane C1(CCCCC1)CN1C2N(C3N(C(N(C1C3)CC3CCCCC3)C2)CC2CCCCC2)CC2CCCCC2